5-fluoro-2-(((3S,4R)-3-hydroxytetrahydro-2H-pyran-4-yl)amino)-7-((S)-1,1,1-trifluorobutan-2-yl)pyrrolo[2,1-f][1,2,4]triazine-6-carbonitrile FC=1C(=C(N2N=C(N=CC21)N[C@H]2[C@@H](COCC2)O)[C@@H](C(F)(F)F)CC)C#N